C(#N)C(CNC=1C(=CC=C2C=CC(=CC12)C1=CC=C(C(=N1)C(=O)NC1CCC(CC1)N(C)C)F)OC)=C 6-{8-[(2-cyano-2-methylideneethyl)amino]-7-methoxynaphthalen-2-yl}-3-fluoro-N-[(1r,4r)-4-(dimethylamino)cyclohexyl]pyridine-2-carboxamide